BrC=1C=NC=2N(C=3N=CC(=CC3OC2C1)Br)CCCCN1[C@H]2CO[C@@H](C1)C2 6,12-dibromo-2-{4-[(1R,4R)-2-oxa-5-azabicyclo[2.2.1]heptan-5-yl]butyl}-9-oxa-2,4,14-triazatricyclo[8.4.0.0^{3,8}]tetradeca-1(10),3(8),4,6,11,13-hexaene